CC1(C(C1)CCCCCC1C(C1)CO)C (2-(5-(2,2-dimethylcyclopropyl)pentyl)cyclopropyl)methanol